C1(=CC=CC=C1)C1=C(C=CC(=C1)C=C)C1=CC=CC=C1 diphenyl-(4-vinyl-benzene)